2-[(2S)-4-[6-chloro-8-fluoro-7-(5-methyl-1H-indazol-4-yl)-2-(2-oxoethoxy)quinazolin-4-yl]piperazin-2-yl]acetonitrile ClC=1C=C2C(=NC(=NC2=C(C1C1=C2C=NNC2=CC=C1C)F)OCC=O)N1C[C@@H](NCC1)CC#N